C(C)(C)(C)OC(=O)N1CC2(C1)CC(C2)=CC=2C(=NN(C2)CC(F)(F)F)C(F)(F)F.COC2=CC=C(C(=O)NCC#C)C=C2 4-methoxy-N-(prop-2-yn-1-yl)benzamide tert-butyl-6-[[1-(2,2,2-trifluoroethyl)-3-(trifluoromethyl)pyrazol-4-yl]methylene]-2-azaspiro[3.3]heptane-2-carboxylate